[Co].[Fe].[Cu].[Ni] nickel-copper-iron-cobalt